COC1=C(C=C(C=C2CN(CC(C2=O)=CC2=CC(=C(C=C2)OC)OC(F)(F)F)C(C)=O)C=C1)OC(F)(F)F 3,5-bis(4-methoxy-3-(trifluoromethoxy)benzylidene)-1-acetylpiperidin-4-one